OC1=C(C(=CC(=C1)OC)O)C(C=CC1=CC(=CC=C1)OC)=O 1-(2,6-Dihydroxy-4-methoxyphenyl)-3-(3-methoxyphenyl)prop-2-en-1-one